(9H-fluoren-9-yl)methyl ((S)-1-(((S)-1-(3-benzyl-1,2,4-oxadiazol-5-yl)-3-((tert-butoxycarbonyl)amino)propyl)amino)-3-(4-hydroxy-2,6-dimethylphenyl)-1-oxopropan-2-yl)carbamate C(C1=CC=CC=C1)C1=NOC(=N1)[C@H](CCNC(=O)OC(C)(C)C)NC([C@H](CC1=C(C=C(C=C1C)O)C)NC(OCC1C2=CC=CC=C2C=2C=CC=CC12)=O)=O